BrC=1C=C2C=NC(=NC2=CC1)Cl 6-bromo-2-chloroquinazoline